3-(4-nitrophenyl)propan-1-amine [N+](=O)([O-])C1=CC=C(C=C1)CCCN